OC1=CC=C(C=C1)C=1SC=CN1 2-(4-hydroxyphenyl)thiazole